C(CCCC1=C(C(=O)[O-])C=CC(=C1)N)C1=C(C(=O)[O-])C=CC(=C1)N 1,4-butylene-bis(4-aminobenzoate)